(S)-allyl 1-(3-chloro-4-((1-methoxy-1-oxopropan-2-yl)oxy)benzyl)-2,3-dimethyl-1H-indole-5-carboxylate ClC=1C=C(CN2C(=C(C3=CC(=CC=C23)C(=O)OCC=C)C)C)C=CC1O[C@H](C(=O)OC)C